6-cyclopropyl-4-(3-(5-fluoropyridin-2-yl)-1-methyl-1H-pyrazol-4-yl)-1H-pyrazolo[3,4-b]pyridine C1(CC1)C1=CC(=C2C(=N1)NN=C2)C=2C(=NN(C2)C)C2=NC=C(C=C2)F